5-(3-Fluorophenyl)-N-{3-[6-(trifluoromethyl)-1H-benzo[d]imidazol-2-yl]phenyl}pyridin-2-amine FC=1C=C(C=CC1)C=1C=CC(=NC1)NC1=CC(=CC=C1)C1=NC2=C(N1)C=C(C=C2)C(F)(F)F